1-[4-(1-hydroxycyclopentyl)pyridin-2-yl]-N-[3-methyl-1-(oxan-2-yl)indazol-4-yl]pyrazole-4-sulfonamide OC1(CCCC1)C1=CC(=NC=C1)N1N=CC(=C1)S(=O)(=O)NC1=C2C(=NN(C2=CC=C1)C1OCCCC1)C